(R)-1,1,1-trifluoro-3-(((2-(4'-fluoro-2'-(4-methyl-4H-1,2,4-triazol-3-yl)-[1,1'-biphenyl]-3-yl)-7-(trifluoromethyl)benzo[d]oxazol-5-yl)methyl)amino)propan-2-ol FC([C@@H](CNCC=1C=C(C2=C(N=C(O2)C=2C=C(C=CC2)C2=C(C=C(C=C2)F)C2=NN=CN2C)C1)C(F)(F)F)O)(F)F